Cl.OC1(CCNCC1)C1=CC=C(C(=O)NC=2SC=C(N2)C(C)(C)C2=CC=C(C=C2)OC)C=C1 4-(4-hydroxypiperidin-4-yl)-N-(4-(2-(4-methoxyphenyl)propan-2-yl)thiazol-2-yl)benzamide hydrochloride